ClC1=CNC2=C(C=CC=C12)NS(=O)(=O)C=1C=NN(C1)S(=O)(=O)C=1C=NN(C1)CC(=O)N 2-[4-[4-[(3-chloro-1H-indol-7-yl)sulfamoyl]pyrazol-1-yl]sulfonylpyrazol-1-yl]acetamide